1-(2-((4-(4,5-dimethyl-4H-1,2,4-triazol-3-yl)-2-ethoxyphenyl)amino)-6-methylpyrido[3,4-d]pyrimidin-8-yl)-3-methylazetidine-3-carbonitrile CN1C(=NN=C1C)C1=CC(=C(C=C1)NC=1N=CC2=C(N1)C(=NC(=C2)C)N2CC(C2)(C#N)C)OCC